The molecule is a C-nitro compound that is a phosphonate transition state analogue with affinity for catalytic antibody (esterase) CNJ206. It has a role as an epitope. It is a C-nitro compound and an organophosphonate oxoanion. CP(=O)([O-])OC1=CC=C(C=C1)[N+](=O)[O-]